C(#N)N1CCN(CC1)C1=CC=C(C=C1)NC(=O)C=1C(NC=CC1NC1=C(C2=C(OCCN2)N=C1)C)=O N-(4-(4-cyanopiperazin-1-yl)phenyl)-4-((8-methyl-2,3-dihydro-1H-pyrido[2,3-b][1,4]oxazin-7-yl)amino)-2-oxo-1,2-dihydropyridine-3-carboxamide